FC1=CC=C(C=C(C=O)CCCCC)C=C1 2-(4-fluorobenzylidene)heptanal